N1=C(C(=CC=C1)C(=O)N1CCC(CC1)(C#N)CC1=CC(=CC(=C1)F)F)C1=CC=NC=C1 1-([2,4'-bipyridine]-3-carbonyl)-4-(3,5-difluorobenzyl)piperidine-4-carbonitrile